N-((1S)-1-cyclohexyl-2-((2-(isobutylcarbamoyl)-2-((R)-4-isopropyl-2-oxoimidazolidin-1-yl)-2,3-dihydro-1H-inden-5-yl)amino)-2-oxoethyl)-1-methyl-1H-pyrazole-5-carboxamide C1(CCCCC1)[C@@H](C(=O)NC=1C=C2CC(CC2=CC1)(N1C(N[C@@H](C1)C(C)C)=O)C(NCC(C)C)=O)NC(=O)C1=CC=NN1C